CN1CC2=CC=C3C(=C2C1)N=C(O3)N 7-methyl-7,8-dihydro-6H-oxazolo[4,5-e]isoindol-2-amine